2-chloro-5-hydrazinylpyrazine ClC1=NC=C(N=C1)NN